(R)-1-(4'-(methylsulfonyl)-[1,1'-biphenyl]-4-sulfonyl)piperidine-3-carboxylic acid CS(=O)(=O)C1=CC=C(C=C1)C1=CC=C(C=C1)S(=O)(=O)N1C[C@@H](CCC1)C(=O)O